OC1=CC=C(C=C1)C1=CC(=CC(=C1)C)C(=O)OC methyl 4'-hydroxy-5-methyl-[1,1'-biphenyl]-3-carboxylate